N-(4-((4-methylpiperazin-1-yl)methyl)-3-(trifluoromethyl)phenyl)-5-((6-((tetrahydrofuran-3-yl)oxy)imidazo[1,2-b]pyridazin-3-yl)ethynyl)nicotinamide CN1CCN(CC1)CC1=C(C=C(C=C1)NC(C1=CN=CC(=C1)C#CC1=CN=C2N1N=C(C=C2)OC2COCC2)=O)C(F)(F)F